CN1C(C(C=2C1=CC=1C(=NN=C(C1C2)C)N[C@H](C)C2=CC(=CC=C2)C(CO)(F)F)(C)C)=O 1,3,3,5-tetramethyl-8-[[(1R)-1-[3-(1,1-difluoro-2-hydroxy-ethyl)phenyl]ethyl]amino]pyrrolo[2,3-g]phthalazin-2-one